(R)-3-(1-acetyl-4-hydroxypiperidin-4-yl)-5-((1-(3-(difluoromethyl)-2-fluorophenyl)ethyl)amino)-8-(3-hydroxy-3-methylbut-1-yn-1-yl)-1,7-dimethyl-1,6-naphthyridin-2(1H)-one C(C)(=O)N1CCC(CC1)(O)C=1C(N(C2=C(C(=NC(=C2C1)N[C@H](C)C1=C(C(=CC=C1)C(F)F)F)C)C#CC(C)(C)O)C)=O